C(CCCCCCCCC)C=O decane-carbaldehyde